(5-((2-(2,2-dimethylpyrrolidin-1-yl)ethyl)carbamoyl)-3-methylthiophene-2-yl)-2-(1-methyl-1H-pyrazol-4-yl)pyrazolo[5,1-b]Thiazole-7-carboxamide CC1(N(CCC1)CCNC(=O)C1=CC(=C(S1)C=1N2C(SC1C=1C=NN(C1)C)=C(C=N2)C(=O)N)C)C